ethyl 2-oxo-2-(4-piperidylamino)acetate O=C(C(=O)OCC)NC1CCNCC1